Caffeoylquinate C1[C@H]([C@H]([C@@H](C[C@@]1(C(=O)[O-])O)OC(=O)/C=C/C2=CC(=C(C=C2)O)O)O)O